7-azido-3-(dimethoxymethyl)quinoline N(=[N+]=[N-])C1=CC=C2C=C(C=NC2=C1)C(OC)OC